2-[(1R)-3-[3-(3-bromophenyl)propoxy]-1-methyl-propoxy]tetrahydropyran BrC=1C=C(C=CC1)CCCOCC[C@H](OC1OCCCC1)C